Cl.C1(CC(C(CC1)C(C)C)OC(CC(CC1=C(C=C(C(=C1)F)F)F)N)=O)C 3-amino-4-(2,4,5-trifluorophenyl)butanoic acid menthyl ester hydrochloride